CC1=C(C(=CC(=C1)C=1N=NN(N1)C)C)C1=C2CC[C@@H](C2=CC=C1)O (S)-4-[2,6-dimethyl-4-(2-methyl-2H-tetrazol-5-yl)-phenyl]Indan-1-ol